ClC=1C=C2CC[C@@H](C2=C(C1)Cl)O (1S,2R)-5,7-dichloro-1-hydroxy-2,3-dihydro-1H-inden